2,5-dioxopyrrolidin-1-yl (E)-4-((4-(dimethylamino)phenyl)diazenyl)benzoate CN(C1=CC=C(C=C1)/N=N/C1=CC=C(C(=O)ON2C(CCC2=O)=O)C=C1)C